O[C@@H]1CN(CC1)C(=O)C1=CC=C(C=C1)C1=CC=CN2C1=NC(=CC2=O)C(F)(F)F 9-(4-(((3S)-3-hydroxypyrrolidin-1-yl)carbonyl)phenyl)-2-(trifluoromethyl)-4H-pyrido[1,2-a]pyrimidin-4-one